methyl (R)-2-fluoro-5-(6-methoxy-1-methyl-1-(2-oxo-2-(thiazol-2-ylamino)ethyl)-1,2,3,4-tetrahydroisoquinolin-7-yl)benzoate FC1=C(C(=O)OC)C=C(C=C1)C1=C(C=C2CCN[C@@](C2=C1)(CC(NC=1SC=CN1)=O)C)OC